N-(3-(3-(1H-pyrazol-4-yl)quinoxaline-6-carbonyl)-5-fluorophenyl)-3-fluorobenzamide N1N=CC(=C1)C=1C=NC2=CC=C(C=C2N1)C(=O)C=1C=C(C=C(C1)F)NC(C1=CC(=CC=C1)F)=O